(E)-6-fluoro-3-isopropoxy-2-((isopropyl-(methyl)amino)methyl)benzaldehyde oxime FC1=CC=C(C(=C1/C=N/O)CN(C)C(C)C)OC(C)C